C(C)(=O)[O-].[Hf+4].C(C)(=O)[O-].C(C)(=O)[O-].C(C)(=O)[O-] Hafnium acetat